2-((4-(dimethylphosphoryl)-2-methoxyphenyl)amino)-4-(oxetan-3-ylamino)-7H-pyrrolo[2,3-d]pyrimidine-5-carbonitrile CP(=O)(C)C1=CC(=C(C=C1)NC=1N=C(C2=C(N1)NC=C2C#N)NC2COC2)OC